3-fluoro-2-(1-hydroxyethyl)pyrrolidine-1-carboxylate FC1C(N(CC1)C(=O)[O-])C(C)O